2,4-dimethyl-N-(2-oxo-1,2,3,4-tetrahydroquinolin-6-yl)benzamide CC1=C(C(=O)NC=2C=C3CCC(NC3=CC2)=O)C=CC(=C1)C